N-((7R)-2-Cyano-2-azabicyclo[2.2.1]heptan-7-yl)-5-(2-phenoxyphenyl)thiazol-2-carboxamid C(#N)N1C2CCC(C1)[C@H]2NC(=O)C=2SC(=CN2)C2=C(C=CC=C2)OC2=CC=CC=C2